OC12C(C=3C=C(SC3N=C2N(CC1)C=1C=NC(=CC1)OC)C)=O 9-hydroxy-12-(6-methoxypyridine-3-yl)-5-methyl-4-thia-2,12-diazatricyclo[7.3.0.03,7]dodeca-1,3(7),5-trien-8-one